FC(C#CC1=CC=C(C(=O)O)C=C1)(F)F 4-(3,3,3-trifluoro-1-propyn-1-yl)benzoic acid